3-Methyl-4-cyclopentadecenon CC1CC(CCCCCCCCCCC=C1)=O